2-[4-methoxycarbonyl-1-[methyl(phenyl)carbamoyl]-4-piperidyl]acetic acid COC(=O)C1(CCN(CC1)C(N(C1=CC=CC=C1)C)=O)CC(=O)O